(S)-(3-amino-3-(trifluoromethyl)pyrrolidin-1-yl)(3,4-dichloro-5-fluoro-1H-indol-2-yl)methanone N[C@@]1(CN(CC1)C(=O)C=1NC2=CC=C(C(=C2C1Cl)Cl)F)C(F)(F)F